C1(C=CC(N1C=1C=C(OC2=CC=C(C=C2)S(=O)C2=CC=C(C=C2)OC2=CC(=CC=C2)N2C(C=CC2=O)=O)C=CC1)=O)=O bis[4-(3-maleimidophenoxy)phenyl]sulfoxide